BrC1=C(C=C(C=C1)I)F 4-bromo-3-fluoro-iodobenzene